3-methylpyrazolo[1,5-a]pyrimidine-6-carbonitrile CC=1C=NN2C1N=CC(=C2)C#N